6-(hydroxymethyl)-10,14-dimethylpentadecan-5,9,13-trien-2-one OCC(=CCCC(C)=O)CCC=C(CCC=C(C)C)C